ClC1=NC(=CC(=C1)N1C(N(C2(C1=O)CCN(CC2)CC2CCOCC2)CC)=O)C(F)(F)F 3-(2-chloro-6-(trifluoromethyl)pyridin-4-yl)-1-ethyl-8-((tetrahydro-2H-pyran-4-yl)methyl)-1,3,8-triazaspiro[4.5]decane-2,4-dione